3-benzyloxy-1-trimethylsiloxy-cyclobutanenitrile C(C1=CC=CC=C1)OC1CC(C1)(C#N)O[Si](C)(C)C